5-(2-Fluoro-6-methylphenyl)-3-(2-morpholinylpyrimidin-5-yl)-1H-pyrazolo[4,3-c]pyridazin-6(5H)-on FC1=C(C(=CC=C1)C)N1N=C2C(=CC1=O)NN=C2C=2C=NC(=NC2)N2CCOCC2